bromo-7-fluoroquinolin-4(1H)-one BrN1C=CC(C2=CC=C(C=C12)F)=O